N-(3-(2-((2,3-difluoro-4-(4-methylpiperazin-1-yl)phenyl)amino)quinazolin-8-yl)phenyl)acrylamide FC1=C(C=CC(=C1F)N1CCN(CC1)C)NC1=NC2=C(C=CC=C2C=N1)C=1C=C(C=CC1)NC(C=C)=O